3-methoxy-4-(non-6-en-1-yloxy)benzaldehyde COC=1C=C(C=O)C=CC1OCCCCCC=CCC